BrC1=C(C=C(C=C1)Br)OCCC(C)C 1,4-dibromo-2-(isopentyloxy)benzene